pyrazolo[3,4-d]pyrimidin-4-one hydrochloric acid salt Cl.N1=NC=C2C1=NC=NC2=O